O=CC#CCNC([O-])=O 4-oxobut-2-yn-1-yl-carbamate